2-Methyl-3,3,4,4,5,5,6,6,6-nonafluorohexyl acrylate C(C=C)(=O)OCC(C(C(C(C(F)(F)F)(F)F)(F)F)(F)F)C